3-(1-cyano-1-methyl-ethyl)-N-[1-(3-pyrimidin-2-ylpyrazin-2-yl)ethyl]-5-(trifluoromethyl)benzamide C(#N)C(C)(C)C=1C=C(C(=O)NC(C)C2=NC=CN=C2C2=NC=CC=N2)C=C(C1)C(F)(F)F